2,2-bis(4-methoxyphenyl)-5-(2-(2-(2-(2-hydroxyethoxy)ethoxy)-ethoxy)-ethoxycarbonyl)-6-phenyl-[2H]-naphtho[1,2-b]pyran COC1=CC=C(C=C1)C1(C=CC2=C(O1)C1=CC=CC=C1C(=C2C(=O)OCCOCCOCCOCCO)C2=CC=CC=C2)C2=CC=C(C=C2)OC